COC1=CC=C(C=C1)CN1C2C3=CC=CC=C3C1C(C(=C2)C)=O 12-[(4-Methoxyphenyl)methyl]-10-methyl-12-azatricyclo[6.3.1.02,7]dodeca-2,4,6,10-tetraen-9-one